C(C)(=O)C=1C=C(C=CC1)C1=NC2=CC=C(C=C2C=C1C1=CC(=CC=C1)C(C)=O)NC(=O)NCC(CC)O 1-(2,3-bis(3-acetylphenyl)quinolin-6-yl)-3-(2-hydroxybutyl)urea